COC=1C(=NC=CC1C1=NN(N=C1)C)NC1=C(N=NC(=C1)NC(N(C(C)C)C)=O)C(=O)NC([2H])([2H])[2H] 4-{[3-methoxy-4-(2-methyl-2H-1,2,3-triazol-4-yl)pyridin-2-yl]amino}-N-(2H3)methyl-6-{[methyl(propan-2-yl)carbamoyl]amino}pyridazine-3-carboxamide